CC1=NC=C(C(=C1)C1=CC=2N(C=C1)N=C(C2)NC2=NC=CN=C2)OC[C@H]2CN(CCO2)C 5-[2-methyl-5-[[(2R)-4-methylmorpholin-2-yl]methoxy]-4-pyridyl]-N-pyrazin-2-yl-pyrazolo[1,5-a]pyridin-2-amine